6-chloro-1-methyl-7-(trifluoromethyl)indazole ClC1=CC=C2C=NN(C2=C1C(F)(F)F)C